CN1N=C(C(=C1)C=1C=C(C=2N=CN=C(C2N1)N[C@@H]1CNCCC1)C(=O)N)C 6-(1,3-Dimethyl-1H-pyrazol-4-yl)-4-{[(3S)-piperidin-3-yl]amino}pyrido[3,2-d]pyrimidine-8-carboxamide